NCC1(CCN(CC1)C=1N=C2C(=NC1)N=C(C=C2)SC2=C(C(=NC=C2)N)Cl)F 4-((2-(4-(aminomethyl)-4-fluoropiperidin-1-yl)pyrido[2,3-b]pyrazin-6-yl)thio)-3-chloropyridin-2-amine